BrC=1C=C(C=CC1)C=1C(=NN(C1)C1CC(C1)CN(C(OC(C)(C)C)=O)C(=O)OC(C)(C)C)C1CC1 tert-butyl N-((3-(4-(3-bromophenyl)-3-cyclopropyl-pyrazol-1-yl) cyclobutyl) methyl)-N-t-butoxycarbonyl-carbamate